CN(CCN(C(=S)NC(CCCCCCCC\C=C/C\C=C/CCCCC)CCCCCCCC\C=C/C\C=C/CCCCC)CC)C 1-(2-(dimethylamino)ethyl)-1-ethyl-3-((6Z,9Z,28Z,31Z)-heptatriaconta-6,9,28,31-tetraen-19-yl)thiourea